C1(=CC=CC=C1)C(C1=CC=CC=C1)=NCC#N 2-[(diphenylmethylidene)amino]acetonitrile